BrC=1C=NN2C1C=CC(=C2)OC=2N=NC(=CC2C(=O)OC)C methyl 3-(3-bromopyrazolo[1,5-a]pyridin-6-yl)oxy-6-methylpyridazine-4-carboxylate